[5-(1H-Pyrrolo[2,3-b]pyridin-3-ylmethyl)-pyrimidin-2-yl]-(6-trifluoromethyl-pyridin-3-ylmethyl)-amine N1C=C(C=2C1=NC=CC2)CC=2C=NC(=NC2)NCC=2C=NC(=CC2)C(F)(F)F